C1(CC1)C=1N=CN(C1)C=1C=C(C=CC1)N(C(=O)[C@@H]1CC[C@H](CC1)CC(=O)O)CC12CCC(CC1)(CC2)C2=CC(=C(C=C2)OC)C trans-2-(4-((3-(4-Cyclopropyl-1H-imidazol-1-yl)phenyl)((4-(4-methoxy-3-methylphenyl)bicyclo[2.2.2]octan-1-yl)methyl)carbamoyl)cyclohexyl)acetic acid